4-(4-(3-((3-cyano-4-((2,4-dichloro-5-methoxyphenyl)amino)-6-methoxyquinolin-7-yl)oxy)propyl)piperazin-1-yl)-N-(2-(2,6-dioxopiperidin-3-yl)-1-oxoisoindolin-4-yl)-4-oxobutanamide C(#N)C=1C=NC2=CC(=C(C=C2C1NC1=C(C=C(C(=C1)OC)Cl)Cl)OC)OCCCN1CCN(CC1)C(CCC(=O)NC1=C2CN(C(C2=CC=C1)=O)C1C(NC(CC1)=O)=O)=O